OCCN(CCS(=O)(=O)O)CCO N,N-bis{2-hydroxyethyl}2-aminoethanesulfonic acid